C(CCCCCCC)OC1CCC(CC1)=O 4-(octyloxy)cyclohexanone